1-[5-[4-[[4-(Aminomethyl)phenyl]methyl]piperazine-1-carbonyl]-2-methoxy-phenyl]hexahydropyrimidine-2,4-dione trifluoroacetate FC(C(=O)O)(F)F.NCC1=CC=C(C=C1)CN1CCN(CC1)C(=O)C=1C=CC(=C(C1)N1C(NC(CC1)=O)=O)OC